2-(2,6-dioxo-3-piperidinyl)-5-[4-[[3-(piperazin-1-ylmethyl)phenyl]methyl]piperazin-1-yl]isoindoline-1,3-dione O=C1NC(CCC1N1C(C2=CC=C(C=C2C1=O)N1CCN(CC1)CC1=CC(=CC=C1)CN1CCNCC1)=O)=O